2-bromo-4-[(trifluoromethyl)oxy]benzene-1-carbonitrile BrC1=C(C=CC(=C1)OC(F)(F)F)C#N